5-(chloromethyl)-3-cycloheptyl-1,2,4-oxadiazole ClCC1=NC(=NO1)C1CCCCCC1